epoxy-eicosa-5Z,8Z,14Z,17Z-tetraenoic acid C1C(CC\C=C/C\C=C/CCCC\C=C/C\C=C/CC(=O)O)O1